(17S,20S)-18-[1-(2-chloro-4-fluoro-phenyl)pyrazole-4-carbonyl]-12,21-dioxa-9,15,18,28-tetrazapentacyclo[20.3.1.16,9.117,20.02,7]octacosa-1(26),2,4,6(28),7,22,24-heptaen-16-one ClC1=C(C=CC(=C1)F)N1N=CC(=C1)C(=O)N1[C@@H]2C(NCCOCCN3C=C4C(C=CC=C4C=4C=CC=C(O[C@H](C1)C2)C4)=N3)=O